CC=1NC=CN1.[Zn] zinc 2-methylimidazole salt